cyclopropa[5,6]cycloocta[1,2-d]pyridazin C1=NN=CC2=C1C=CC1=C(C=C2)C1